S1C(=NC2=C1C=CC=C2)NC(=O)C=2C=CC=C1CCN(CC21)C2=CC=C(C(=N2)C(=O)O)C2=C(C(=CC=C2)CC2CCCCC2)C 6-[8-(1,3-benzothiazol-2-ylcarbamoyl)-3,4-dihydroisoquinolin-2(1H)-yl]-3-[3-(cyclohexylmethyl)-2-methylphenyl]pyridine-2-carboxylic acid